ClC=1C=C(C=CC1C(=O)N1CCN(CC1)C(=O)C1C(CNCC1)O)NC(=O)C=1N(C(=CN1)C1=C(C(=C(C=C1)C=1C=NN(C1C)CCOC)F)F)C N-[3-chloro-4-[4-(3-hydroxypiperidine-4-carbonyl)piperazine-1-carbonyl]phenyl]-5-[2,3-difluoro-4-[1-(2-methoxyethyl)-5-methyl-pyrazol-4-yl]phenyl]-1-methyl-imidazole-2-carboxamide